OCCCCCOC(C=C)=O 2-propenoic acid 5-hydroxypentyl ester